2-((7-((R)-1-(4-cyano-2-fluorophenyl) ethoxy)-3,4-dihydroisoquinolin-2(1H)-yl) methyl)-1-(((S)-oxetan-2-yl) methyl)-1H-benzo[d]imidazole-6-carboxylate C(#N)C1=CC(=C(C=C1)[C@@H](C)OC1=CC=C2CCN(CC2=C1)CC1=NC2=C(N1C[C@H]1OCC1)C=C(C=C2)C(=O)[O-])F